C1(=CC=CC=C1)C(C=CC1=CC=CC=C1)CC(=O)[O-] 1,3-diphenylallylacetate